1,3-diphenylprop-2-yne-1-one-O-methyloxime CON=C(C#CC1=CC=CC=C1)C1=CC=CC=C1